N[C@@H]([C@H](O)C)C(=O)O THREONINE